BrC(C)(C)C bromotert-butane